C(C)(=O)N1CCCC2=CC(=CC=C12)NS(=O)(=O)C1=C(C=C(C(=C1)F)C)OC N-acetyl-6-(2-methoxy-5-fluoro-4-methylbenzenesulfonamido)-1,2,3,4-tetrahydroquinoline